C1CCC2(C(C1)(O2)O)O epoxycyclohexanediol